1-(2-(1H-indol-3-yl)ethyl)-6,7-dimethoxy-2-(2-(meth-ylsulfonyl)ethyl)-1,2,3,4-tetrahydroisoquinoline N1C=C(C2=CC=CC=C12)CCC1N(CCC2=CC(=C(C=C12)OC)OC)CCS(=O)(=O)C